ClC=1C=C(CNCCCCOC2CN(C2)C2=NC3=C(C4=CN=CC=C24)C=CC=C3)C=C(C1)CC#N 5-(3-(4-((3-chloro-5-(cyanomethyl)benzyl)amino)butoxy)azetidin-1-yl)benzo[c][2,6]naphthyridine